5-[(2,2-difluorocyclopropyl)methoxy]-2-methyl-N-(4,4,4-trifluoro-1-hydroxybutan-2-yl)-1-benzofuran-3-carboxamide FC1(C(C1)COC=1C=CC2=C(C(=C(O2)C)C(=O)NC(CO)CC(F)(F)F)C1)F